diethyl ((5-(2-cyanophenyl)pyridin-2-yl)methyl)phosphonate C(#N)C1=C(C=CC=C1)C=1C=CC(=NC1)CP(OCC)(OCC)=O